meta-cresyl acetate C(C)(=O)OC1=CC(=CC=C1)C